FC=1C=C(C=C2N=C(N(C2=O)C)C)C=C(C1O)F 4-(3,5-difluoro-4-hydroxybenzylidene)-1,2-dimethyl-1H-imidazol-5-one